5-(3-(2-hydroxy-6-methyl-4-(trifluoromethyl)phenyl)-6,7-dihydropyrido[2,3-c]pyridazin-8(5H)-yl)bicyclo[3.1.1]heptan-1-ol OC1=C(C(=CC(=C1)C(F)(F)F)C)C1=CC2=C(N=N1)N(CCC2)C21CCCC(C2)(C1)O